(Fluoromethyl)cyclopropane-1-carboxylic acid FCC1(CC1)C(=O)O